tert-Butyl N-[(1-methylpiperidin-4-yl)carbamothioyl]carbamate CN1CCC(CC1)NC(=S)NC(OC(C)(C)C)=O